ClC1=C(C(=CC=2C(CCCC12)NC1=CC=C2C=NN(C2=C1)C1OCCCC1)C#N)OCCCl 4-chloro-3-(2-chloroethoxy)-8-((1-(tetrahydro-2H-pyran-2-yl)-1H-indazol-6-yl)amino)-5,6,7,8-tetrahydronaphthalene-2-carbonitrile